O=C1NC(CCC1N1C(C2=CC=C(C=C2C1)CC=1C(=NC2=CC=CC=C2N1)C(=O)N)=O)=O ((2-(2,6-Dioxopiperidin-3-yl)-1-oxoisoindolin-5-yl)methyl)quinoxaline-2-carboxamide